O1CCOC12CCC1(OCCC1=O)CC2 1,4,9-trioxadispiro[4.2.48.25]tetradecan-12-one